2,4,5,7-tetranitrofluorene [N+](=O)([O-])C1=CC=2CC3=CC(=CC(=C3C2C(=C1)[N+](=O)[O-])[N+](=O)[O-])[N+](=O)[O-]